N-(2,3-dihydro-1H-inden-1-yl)-5-(3-fluoro-5-methylphenyl)pyridine-3-carboxamide C1(CCC2=CC=CC=C12)NC(=O)C=1C=NC=C(C1)C1=CC(=CC(=C1)C)F